(1-Methyl-3,4-dihydro-1H-isochinolin-2-yl)-[rac-(5S,7S)-7-fluoro-5-phenyl-6,7-dihydro-5H-pyrrolo[1,2-b][1,2,4]triazol-2-yl]methanon CC1N(CCC2=CC=CC=C12)C(=O)C=1N=C2N(N1)[C@@H](C[C@@H]2F)C2=CC=CC=C2 |r|